(R)-methyl 6-(2-(2-(6-(4-(tert-butoxycarbonylamino)chroman-6-yloxy)hexyloxy)-ethoxy)ethoxy)hexanoate C(C)(C)(C)OC(=O)N[C@@H]1CCOC2=CC=C(C=C12)OCCCCCCOCCOCCOCCCCCC(=O)OC